(S)-quinuclidin-3-yl((R)-5-(4-ethoxy-3-fluorophenyl)-6-fluoro-2,2-dimethyl-2,3-dihydro-1H-inden-1-yl)carbamate N12C[C@H](C(CC1)CC2)OC(N[C@@H]2C(CC1=CC(=C(C=C21)F)C2=CC(=C(C=C2)OCC)F)(C)C)=O